4,6-dichloro-2-(methylthio)pyrimidine-5-carbaldehyde ClC1=NC(=NC(=C1C=O)Cl)SC